di-tert-butyl (2S)-4,4-diallylpyrrolidine-1,2-dicarboxylate C(C=C)C1(C[C@H](N(C1)C(=O)OC(C)(C)C)C(=O)OC(C)(C)C)CC=C